FC(C1=CC=C(C=C1)C1=CC=C(C=C1)CNC(C)=O)(F)F N-((4'-(trifluoromethyl)-[1,1'-biphenyl]-4-yl)methyl)acetamide